N-(2-(4-(4-(2-amino-4-(difluoromethyl)pyrimidin-5-yl)-6-morpholino-1,3,5-triazin-2-yl)piperazin-1-yl)-2-oxoethyl)-1-propionylpiperidine-4-carboxamide NC1=NC=C(C(=N1)C(F)F)C1=NC(=NC(=N1)N1CCOCC1)N1CCN(CC1)C(CNC(=O)C1CCN(CC1)C(CC)=O)=O